BrC=1C=C2C(C(NC2=CC1)=O)=NN=C1SCC(N1C1=CC=C(C=C1)C(C)(C)C)=O 5-bromo-3-(2-(3-(4-tert-butylphenyl)-4-oxothiazolidin-2-ylidene)hydrazono)indol-2-one